1-[(3S)-4-[(7R)-2-[[(2S,4R)-4-fluoro-1-methyl-pyrrolidin-2-yl]methoxy]-7-(3-hydroxy-1-naphthyl)-5,6,7,8-tetrahydroquinazolin-4-yl]-3-methyl-piperazin-1-yl]prop-2-en-1-one F[C@@H]1C[C@H](N(C1)C)COC1=NC=2C[C@@H](CCC2C(=N1)N1[C@H](CN(CC1)C(C=C)=O)C)C1=CC(=CC2=CC=CC=C12)O